(1R,3R,4R)-N-((R)-1-cyano-2-((R)-2-oxopyrrolidin-3-yl)ethyl)-2-(4-(difluoromethyl)-1H-indole-2-carbonyl)-5,5-difluoro-2-azabicyclo[2.2.2]octane-3-carboxamide C(#N)[C@@H](C[C@@H]1C(NCC1)=O)NC(=O)[C@@H]1N([C@H]2CC([C@@H]1CC2)(F)F)C(=O)C=2NC1=CC=CC(=C1C2)C(F)F